C(C)N1N=C(C(=C1)C=1C=C(C=C2C(CCOC12)=O)CN1C(N(C=C1)C)=N)C(F)(F)F 8-(1-ethyl-3-(trifluoromethyl)-1H-pyrazol-4-yl)-6-((2-imino-3-methyl-2,3-Dihydro-1H-imidazol-1-yl)methyl)chroman-4-one